O=C1NC(CCC1NC=1C=C(C=CC1)N1CCC(CC1)N(C)CC1CCC(CC1)C=1N=C2N(C=C(C(=C2)OC(C)C)NC(=O)C2=NC(=CC=C2)C(F)(F)F)C1)=O N-[2-[4-[[[1-[3-[(2,6-dioxo-3-piperidyl)amino]phenyl]-4-piperidyl]-methyl-amino]methyl]cyclohexyl]-7-isopropoxy-imidazo[1,2-a]pyridin-6-yl]-6-(trifluoromethyl)pyridine-2-carboxamide